Cl.NC1(C[C@@H]2[C@@H](CN(C2)C2=CC=C(C=N2)C=2C=3N(C=C(C2)C=2C=NN(C2)C)N=CC3C#N)C1)C 4-(6-((3aR,5r,6aS)-5-amino-5-methylhexahydrocyclopenta[c]pyrrol-2(1H)-yl)pyridin-3-yl)-6-(1-methyl-1H-pyrazol-4-yl)pyrazolo[1,5-a]pyridine-3-carbonitrile hydrochloride